trimethylsilyl-tryptophan C[Si](C)(C)N[C@@H](CC1=CNC2=CC=CC=C12)C(=O)O